tert-butyl ((3-(5-chloro-2-(4,4-difluoroazepan-1-yl)-6-methylnicotinamido)phenyl)(methyl)(oxo)-λ6-sulfaneylidene)carbamate ClC=1C(=NC(=C(C(=O)NC=2C=C(C=CC2)S(=O)(C)=NC(OC(C)(C)C)=O)C1)N1CCC(CCC1)(F)F)C